CN(C1(CCC2(CN(C(N2CCC(C)(C)OC)=O)CC2=CC=C(C=C2)OC)CC1)C1=CC=CC=C1)C cis-8-dimethylamino-1-(3-methoxy-3-methyl-butyl)-3-[(4-methoxyphenyl)-methyl]-8-phenyl-1,3-diazaspiro[4.5]decan-2-one